O1C2=C(OCC1)C=C(C=C2)C(CCN2CCC1=CC=CC=C21)=O (2,3-dihydrobenzo[b][1,4]dioxin-6-yl)-3-(indolin-1-yl)propan-1-one